2-(3-fluorobenzyl)-6-(3-methyl-1,2,4-oxadiazol-5-yl)pyridazin-3(2H)-one FC=1C=C(CN2N=C(C=CC2=O)C2=NC(=NO2)C)C=CC1